(S)-4-(cyclobutylamino)-2-(tetrahydro-2H-pyran-3-ylamino)pyrimidine-5-carboxamide C1(CCC1)NC1=NC(=NC=C1C(=O)N)N[C@@H]1COCCC1